5-aminobenzothiazole NC=1C=CC2=C(N=CS2)C1